C(C)(C)(C)OC(=O)N1[C@@H](CNCC1)C1=CC(=CC(=C1)Cl)Br.Cl\C=C/C(=O)N1[C@@H](CN(CC1)S(=O)(=O)C)C=1C=C(C#N)C=C(C1)C1=NC=C(C=N1)F (R,Z)-3-(1-(3-chloroacryloyl)-4-(methylsulfonyl)piperazin-2-yl)-5-(5-fluoropyrimidin-2-yl)benzonitrile tert-butyl-(R)-2-(3-bromo-5-chlorophenyl)piperazine-1-carboxylate